CC1=CN=CO1 5-methyl-oxazol